COC1=C(C(=CC=C1)OC)N1C(=NC=2C1=NC(=CN2)NS(=O)(=O)CC(C)(C)O)C2=NC(=CC=C2)OCC N-(1-(2,6-Dimethoxyphenyl)-2-(6-ethoxypyridin-2-yl)-1H-imidazo[4,5-b]pyrazin-6-yl)-2-hydroxy-2-methylpropane-1-sulfonamide